7-(7-oxo-7,8-dihydro-1,8-naphthyridin-4-yl)dihydroisoquinoline-2(1H)-sulfonamide hydrochloride Cl.O=C1C=CC=2C(=CC=NC2N1)C1=CC=C2CCN(CC2=C1)S(=O)(=O)N